COC1=CC=C(CN2C(CO[C@H](C2)[C@@H](C)NCC2=CC=C(C=C2)OC)=O)C=C1 |o1:11| rel-(R*)-4-(4-Methoxybenzyl)-6-((R)-1-((4-methoxybenzyl)amino)ethyl)morpholin-3-one